2-oxo-6-phenylpyran-3-carboxylic acid methyl ester COC(=O)C=1C(OC(=CC1)C1=CC=CC=C1)=O